Cl.N1C[C@H](CC1)N1C(N(C=2C1=NC=CC2)C2=CC=C(C=C2)C2=CC=C(C=C2)OC(F)(F)F)=O (S)-3-(Pyrrolidin-3-yl)-1-(4'-(trifluoromethoxy)-[1,1'-biphenyl]-4-yl)-1,3-dihydro-2H-imidazo[4,5-b]pyridin-2-one Hydrochloride